C(C)(C)(C)OC(=O)N1CC(CC1)NCC=1C(=NN(C1)C)N 3-[(3-Amino-1-methyl-1H-pyrazol-4-ylmethyl)-amino]-pyrrolidine-1-carboxylic acid tert-butyl ester